OC1=CC=C(C=C1)CCCC(C)(C1=CC=C(C=C1)O)C1=CC=C(C=C1)O 1,4,4-Tris(4-hydroxyphenyl)pentane